[N+](=O)([O-])C1=CC=C(C=C1)C[C@H](C(=O)OC)NC(CC)=O Methyl (2R)-3-(4-nitrophenyl)-2-propanamidopropanoate